NC=1N=C(SC1C(C1=CC=C(C=C1)OCC1=CC=CC=C1)=O)N(C1=CC(=C(C=C1)F)F)[C@@H](C(=O)N)C (R)-2-(N-[4-Amino-5-(4-benzyloxybenzoyl)thiazol-2-yl]-3,4-difluoroanilino)propanamid